N-lauroyl-N-hydroxyethyl-N',N'-dicarboxymethylethylenediamine monosodium [Na].C(CCCCCCCCCCC)(=O)N(CCN(CC(=O)O)CC(=O)O)CCO